trans-1-((4-(aminomethyl)cyclohexyl)amino)-3-(4-chloro-3-fluorophenoxy)propan-2-ol 2,2,2-trifluoroacetate FC(C(=O)O)(F)F.NC[C@@H]1CC[C@H](CC1)NCC(COC1=CC(=C(C=C1)Cl)F)O